C(=O)(O)CN([C@@H](CCCCNC(=O)OC(C)(C)C)C(=O)O)CC(=O)O N2,N2-bis(carboxymethyl)-N6-[(1,1-dimethyl-ethoxy)carbonyl]-L-lysine